3-(2-((S)-2-amino-3-cyclohexylpropionyl)-1-(2-chloro-2-fluoroacetyl)hydrazino)propanamide methyl-2-amino-5-fluoro-4-(trifluoromethyl)benzoate COC(C1=C(C=C(C(=C1)F)C(F)(F)F)N)=O.N[C@H](C(=O)NN(C(C(F)Cl)=O)CCC(=O)N)CC1CCCCC1